ClC1=CC(=C(C=C1)C1=CC(=CN2C1=NC(=C(C2=O)C)C)[C@@H]2C[C@@H](OCC2)C=2C=NN(C2)C2CC2)F 9-(4-chloro-2-fluorophenyl)-7-((2R,4S)-2-(1-cyclopropyl-1H-pyrazol-4-yl)tetrahydro-2H-pyran-4-yl)-2,3-dimethyl-4H-pyrido[1,2-a]pyrimidin-4-one